(1R,8R,9R,10S,11S,12R,Z)-3-(((tert-butyldimethylsilyl)oxy)methyl)-8-(((R)-tert-butylsulfinyl)amino)-13-oxa-2-thiabicyclo[7.3.1]tridec-5-ene-10,11,12-triyl tribenzoate C(C1=CC=CC=C1)(=O)O[C@H]1[C@H]2[C@@H](C\C=C/CC(S[C@H]([C@@H]([C@H]1OC(C1=CC=CC=C1)=O)OC(C1=CC=CC=C1)=O)O2)CO[Si](C)(C)C(C)(C)C)N[S@](=O)C(C)(C)C